ClC1=CC=C(C=C1)C1=C(C(=NN1C1=C(C=C(C=C1)Cl)Cl)NC(C[C@H](C[N+](C)(C)C)O)=O)C (R)-4-((5-(4-chlorophenyl)-1-(2,4-dichlorophenyl)-4-methyl-1H-pyrazol-3-yl)amino)-2-hydroxy-N,N,N-trimethyl-4-oxobutan-1-aminium